7-((10-(dioctylamino)-10-oxodecyl)(5-hydroxypentyl)amino)heptyl heptadecan-9-yl carbonate C(OCCCCCCCN(CCCCCO)CCCCCCCCCC(=O)N(CCCCCCCC)CCCCCCCC)(OC(CCCCCCCC)CCCCCCCC)=O